C1(CCCCC1)NC(C(=O)N1CCC(CC1)OC=1C=CC=C2C(=NN(C12)C)C1C(NC(CC1)=O)=O)=O N-Cyclohexyl-2-(4-((3-(2,6-dioxopiperidin-3-yl)-1-methyl-1H-indazol-7-yl)oxy)-piperidin-1-yl)-2-oxoacetamide